5-methyl-3-(trifluoromethyl)-5,6,6a,7,9,10-hexahydro-8H-pyrazino[1,2-a]pyrido[3,2-e]pyrazin CN1CC2N(C3=C1C=C(C=N3)C(F)(F)F)CCNC2